7-[2-[(3aR,4S,6R,6aS)-6-(4-aminopyrrolo[3,2-c]pyridin-1-yl)-2,2,4-trimethyl-3a,5,6,6a-tetrahydrocyclopenta[d][1,3]dioxol-4-yl]ethyl]quinolin-2-amine NC1=NC=CC2=C1C=CN2[C@@H]2C[C@]([C@@H]1[C@H]2OC(O1)(C)C)(C)CCC1=CC=C2C=CC(=NC2=C1)N